C(#N)CC(=O)NC1=CC(=CC=C1)C1=NC(=NC=C1)NC1=CC=C(C=C1)N1CCOCC1 2-cyano-N-(3-(2-(4-morpholinophenyl-amino)pyrimidin-4-yl)phenyl)acetamide